NC1=NC=CC(=C1)C=1OC=C(N1)C(=O)NC=1C(=CC2=C(CC3(CCNCC3)O2)C1)N1CCOCC1 2-(2-aminopyridin-4-yl)-N-(6-morpholino-3H-spiro[benzofuran-2,4'-piperidin]-5-yl)oxazole-4-carboxamide